6'-((6-aminopyrimidin-4-yl)amino)-3-hydroxy-8'-methyl-2'H-spiro[cyclohexane-1,3'-imidazo[1,5-a]pyridine]-1',5'-dione NC1=CC(=NC=N1)NC1=CC(=C2N(C1=O)C1(NC2=O)CC(CCC1)O)C